N-[4-[4-(3-Cyanophenyl)piperazin-1-yl]phenyl]-4-methoxybenzamid C(#N)C=1C=C(C=CC1)N1CCN(CC1)C1=CC=C(C=C1)NC(C1=CC=C(C=C1)OC)=O